COC(=O)C1=CC=C(O1)C=1OC(=CC1)C(=O)OC.O1C(=CC=C1)C=1OC=CC1 Bifuran Dimethyl-2,2'-bifuran-5,5'-dicarboxylat